nitrogen acetamidobenzophenone hydrazone C(C)(=O)NC1=C(C(C2=CC=CC=C2)=NN)C=CC=C1.[N]